COC=1C=C(C=CC1C)NS(O)(=O)=O N-(3-methoxy-4-methylphenyl)sulfamic acid